CN1C=C(C=C1)CN1CC(CC1)(C1OCCC1)CCC1=CC=CC=C1 1-methyl-3-((3-phenethyl-3-(tetrahydrofuran-2-yl)pyrrolidin-1-yl)methyl)-1H-pyrrole